2-(4-((1-(3-((tert-butyldimethylsilyl)oxy)propyl)-3-(4-methoxy-3-(pentyloxy)phenyl)ureido)methyl)-1H-pyrrolo[2,3-c]pyridin-1-yl)-N,N-dimethylacetamide [Si](C)(C)(C(C)(C)C)OCCCN(C(=O)NC1=CC(=C(C=C1)OC)OCCCCC)CC1=C2C(=CN=C1)N(C=C2)CC(=O)N(C)C